NC=1N=C(C2=C(N1)C(=CS2)Cl)C=2N=NN(C2)CC2=CC=CC(=N2)C(C)(C)O 2-(6-((4-(2-Amino-7-chlorothieno[3,2-d]pyrimidin-4-yl)-1H-1,2,3-triazol-1-yl)methyl)pyridine-2-yl)propan-2-ol